(S)-tert-butyl 6-(3-methoxyphenyl)-3-methyl-3,4-dihydropyridine-1(2H)-carboxylate COC=1C=C(C=CC1)C1=CC[C@@H](CN1C(=O)OC(C)(C)C)C